5-(3-cyclopropylphenoxy)-N-[2-(2,4-dichlorophenyl)-2-fluoro-ethyl]-2-methyl-pyrimidine-4-carboxamide C1(CC1)C=1C=C(OC=2C(=NC(=NC2)C)C(=O)NCC(F)C2=C(C=C(C=C2)Cl)Cl)C=CC1